C(C1=CC=CC=C1)ON1[C@@H]2CC[C@H](N(C1=O)C2)C(=O)NNC(=O)[C@@H]2N(CCC2)C(=O)OC(C)(C)C tert-butyl (2R)-2-[(2-{[(2S,5R)-6-Benzyloxy-7-oxo-1,6-diazabicyclo[3.2.1]oct-2-yl]carbonyl}hydrazinyl)carbonyl]pyrrolidine-1-carboxylate